BrC=1C=CC(=NC1)NC(\C(=C\C=1SC=C(C1)C1=CC=CC2=CC=CC=C12)\C#N)=O (E)-N-(5-bromopyridin-2-yl)-2-cyano-3-(4-(naphthalen-1-yl)thiophen-2-yl)acrylamide